FC(CCNC=1N=CC2=C(N1)NC=C2C2=CC=1N(C=C2)N=CC1C=O)(F)F (5-(2-((3,3,3-trifluoropropyl)amino)-7H-pyrrolo[2,3-d]pyrimidin-5-yl)pyrazolo[1,5-a]pyridin-3-yl)methanone